C(N1C2=C(NCC1=O)C=CC(=N2)OCCNC[C@H]2CN(C(O2)=O)C2=NC1=C(SCC(N1)=O)N=C2)([2H])([2H])[2H] (S)-5-(((2-((4-(methyl-d3)-3-oxo-1,2,3,4-tetrahydropyrido[2,3-b]pyrazin-6-yl)oxy)ethyl)amino)methyl)-3-(3-oxo-3,4-dihydro-2H-pyrazino[2,3-b][1,4]thiazin-6-yl)oxazolidin-2-one